adamantyl-methoxyphenylphosphoryl-dioxetane C12(CC3CC(CC(C1)C3)C2)C2(C(OO2)=P(=O)C2=CC=CC=C2)OC